CC(C)NC(=O)O[C@H]1C[C@H](CC1)C=1NN=C(C1)NC1=CC=C(C2=C1CN(S2(=O)=O)C)F (1R,3S)-3-{5-[(7-fluoro-2-methyl-1,1-dioxo-2,3-dihydro-1λ6-benzo[2,1-d][1,2]thiazol-4-yl)amino]-2H-pyrazol-3-yl}cyclopentyl (prop-2-ylamino)methanoate